2,5-diphenylpyrrole C1(=CC=CC=C1)C=1NC(=CC1)C1=CC=CC=C1